tert-Butyl 4-(5-chlorothiazol-2-yl)piperazine-1-carboxylate ClC1=CN=C(S1)N1CCN(CC1)C(=O)OC(C)(C)C